3-[(3R)-3-[1-[6-[[(1R)-1-(2,4-dichlorophenyl)ethyl]amino]-7H-purin-2-yl]azetidin-3-yl]-1-piperidyl]-1-methyl-cyclobutanecarboxylic acid ClC1=C(C=CC(=C1)Cl)[C@@H](C)NC1=C2NC=NC2=NC(=N1)N1CC(C1)[C@@H]1CN(CCC1)C1CC(C1)(C(=O)O)C